1,9-dihydro-6H-purin N1C=NC=2NC=NC2C1